C(C)(=O)C1=C(C2=C(N=C(N=C2)NC2=NC=C(C=C2)NCCCCN(CC)CC)N(C1=O)C1CCCC1)C 6-Acetyl-8-cyclopentyl-2-[5-(4-diethylamino-butylamino)-pyridin-2-ylamino]-5-methyl-8H-pyrido[2,3-d]pyrimidin-7-one